IC1=CC2=C(N(C=N2)CC2=CC3=C(OC(CO3)C3=CC=C(C=C3)OC)C=C2)C=C1 5-iodo-1-((2-(4-methoxyphenyl)-2,3-dihydrobenzo[b][1,4]dioxin-6-yl)methyl)-1H-benzo[d]imidazole